C1(CCCCC1)P(C1=C(C=CC=C1)C1=C(C=C(C=C1C(C)C)C(C)C)C(C)C)C1CCCCC1 2-dicyclohexylphosphino-2',4',6'-triiso-propylbiphenyl